Tert-Butyl (1R,3R)-3-((tert-butyldimethylsilyl)oxy)-1-((R)-1,1-dimethylethylsulfinamido)-8-azaspiro[4.5]decane-8-carboxylate [Si](C)(C)(C(C)(C)C)O[C@H]1C[C@H](C2(C1)CCN(CC2)C(=O)OC(C)(C)C)N[S@](=O)C(C)(C)C